C1=CC=C(C=2SC3=C(C21)C=CC=C3)NC3=CC=C(C=C3)N(C3=CC=CC=C3)C3=CC=CC=C3 N1-(dibenzo[b,d]thiophen-4-yl)-N4,N4-diphenyl-benzene-1,4-diamine